lithium magnesium calcium phosphate P(=O)([O-])([O-])[O-].[Ca+2].[Mg+2].[Li+]